7-Bromo-4-hydroxyisoquinoline BrC1=CC=C2C(=CN=CC2=C1)O